sodium 6-(4-cyano-2,6-difluorophenyl)-[1,2,4]triazolo[1,5-a]pyrimidine-5,7-bis(olate) C(#N)C1=CC(=C(C(=C1)F)C=1C(=NC=2N(C1[O-])N=CN2)[O-])F.[Na+].[Na+]